2-(5-methyl-1H-tetrazol-1-yl)ethan-1-one CC1=NN=NN1CC=O